OC1CN(CC1)[C@@H]1[C@@H](CCC1)OC=1C=C2CN(C(C2=CC1)=O)C1C(NC(CC1)=O)=O 3-(5-(((1R,2S)-2-(3-hydroxypyrrolidin-1-yl)cyclopentyl)oxy)-1-oxoisoindolin-2-yl)piperidine-2,6-dione